COC1=C2C=C(C(OC2=CC(=C1)OC)=O)C(=O)O 5,7-dimethoxy-2-oxo-2H-chromene-3-carboxylic acid